(E)-3-(4-(5-(cyclopropyl((1R,2S,3S,5S)-2-fluoro-1,5-dimethyl-8-azabicyclo[3.2.1]octan-3-yl)amino)pyrazin-2-yl)-2-fluoro-5-hydroxyphenyl)-N-methylacrylamide C1(CC1)N(C=1N=CC(=NC1)C1=CC(=C(C=C1O)/C=C/C(=O)NC)F)[C@@H]1[C@@H]([C@]2(CC[C@@](C1)(N2)C)C)F